N1(CCC1)NC=O N-azetidinyl-carboxamide